N,N-diethyl-3-(trimethoxysilyl)propan-1-amine C(C)N(CCC[Si](OC)(OC)OC)CC